methyl 2-(1-tert-butoxycarbonyl-3,6-dihydro-2H-pyridin-5-yl)-7-(2-ethyl-6-methyl-3-pyridyl)-3-fluoro-1H-indole-5-carboxylate C(C)(C)(C)OC(=O)N1CCC=C(C1)C=1NC2=C(C=C(C=C2C1F)C(=O)OC)C=1C(=NC(=CC1)C)CC